3-{[(2R)-4-methylmorpholin-2-yl]methoxy}-5-(5-methyl-1,3-thiazol-2-yl)-N-{(1R)-1-[6-(trifluoromethyl)pyridazin-3-yl]ethyl}benzamide CN1C[C@@H](OCC1)COC=1C=C(C(=O)N[C@H](C)C=2N=NC(=CC2)C(F)(F)F)C=C(C1)C=1SC(=CN1)C